3-methyl-5-(N-phenethyl-N-(2-(4-(thiophene-3-carbonyl)piperazin-1-yl)phenyl)sulfamoyl)benzofuran-2-carboxylic acid ethyl ester C(C)OC(=O)C=1OC2=C(C1C)C=C(C=C2)S(N(C2=C(C=CC=C2)N2CCN(CC2)C(=O)C2=CSC=C2)CCC2=CC=CC=C2)(=O)=O